2-(4-(5-((4-fluorobenzyl)oxy)pyrazolo[1,5-a]pyrimidin-3-yl)-1H-pyrazol-1-yl)ethan-1-ol FC1=CC=C(COC2=NC=3N(C=C2)N=CC3C=3C=NN(C3)CCO)C=C1